CC(C(=O)NC1CCN(CC1)C)(COC1=NC=CC=C1C(F)(F)F)C 2,2-dimethyl-N-(1-methylpiperidin-4-yl)-3-((3-(trifluoromethyl)pyridin-2-yl)oxy)propanamide